2-(2-methoxyphenyl)-2-methyl-4-hydroxy-5-amino-3(2H)-furanone COC1=C(C=CC=C1)C1(OC(=C(C1=O)O)N)C